tert-butyl (S)-3-(5-(2,4-difluorophenyl)-3-ureidothiophene-2-carboxamido)piperidine-1-carboxylate FC1=C(C=CC(=C1)F)C1=CC(=C(S1)C(=O)N[C@@H]1CN(CCC1)C(=O)OC(C)(C)C)NC(=O)N